6-(3-(1-(4-methyl-4H-1,2,4-triazol-3-yl)cyclobutyl)phenyl)-7-oxo-4-(trifluoromethyl)-6,7-dihydro-1H-pyrrolo[2,3-c]pyridine-2-carbaldehyde CN1C(=NN=C1)C1(CCC1)C=1C=C(C=CC1)N1C(C2=C(C(=C1)C(F)(F)F)C=C(N2)C=O)=O